Cl.OB1OC(C2=C1C=CC(=C2)NC2=NC=C(C(=N2)N[C@H]2[C@@H](CCCC2)C#N)C)(C)C (trans)-2-[[2-[(1-hydroxy-3,3-dimethyl-2,1-benzoxaborole-5-yl)amino]-5-methyl-pyrimidin-4-yl]amino]cyclohexane-1-carbonitrile hydrochloride